N1(CCCC2=CC=CC=C12)CCC(=O)NC1=NN(C=C1)C 3-(3,4-dihydroquinolin-1(2H)-yl)-N-(1-methyl-1H-pyrazol-3-yl)propionamide